NC1=C(C(=NN1[C@@H]1CNCC1)C#CC1=C2C=NN(C2=C(C=C1Cl)C1CC1)C1CC1)C(=O)N (S)-5-Amino-3-((5-chloro-1,7-dicyclopropyl-1H-indazol-4-yl)ethynyl)-1-(pyrrolidin-3-yl)-1H-pyrazole-4-carboxamide